3-phenyl-N-((R)-piperidin-3-yl)prop-2-en-1-imine C1(=CC=CC=C1)C=CC=N[C@H]1CNCCC1